C(C(C)C)N1C2CC(CC1CC2)N2CCC(CC2)C=2C=C(C1=C(NC(=N1)C=1C=C(C=3N(C1)N=CN3)OC)C2)C 6-(6-(1-(8-isobutyl-8-azabicyclo[3.2.1]octan-3-yl)piperidin-4-yl)-4-methyl-1H-benzo[d]imidazol-2-yl)-8-methoxy-[1,2,4]triazolo[1,5-a]pyridine